(R)-3-(5-amino-1,3,4-thiadiazol-2-ylthio)-2-hydroxy-7-methoxy-3,4-dihydro-2H-benzo[e][1,2]oxaborinine-8-carboxylic acid NC1=NN=C(S1)S[C@@H]1B(OC2=C(C1)C=CC(=C2C(=O)O)OC)O